5-(2-ethoxy-3-pyridinyl)-1-isopropyl-3-methyl-N-[(2-methyl-1,3-benzoxazol-4-yl)methyl]pyrazolo[4,3-b]pyridin-7-amine C(C)OC1=NC=CC=C1C1=CC(=C2C(=N1)C(=NN2C(C)C)C)NCC2=CC=CC1=C2N=C(O1)C